[N+](=O)(O)[O-] The molecule is a nitrogen oxoacid of formula HNO3 in which the nitrogen atom is bonded to a hydroxy group and by equivalent bonds to the remaining two oxygen atoms. It has a role as a protic solvent and a reagent. It is a conjugate acid of a nitrate.